ethyl (2R)-4-amino-2-[(4-{[9-chloro-7-(2,6-difluorophenyl)-5H-pyrimido[5,4-d][2]benzazepin-2-yl]amino}benzoyl)amino]butanoate NCC[C@H](C(=O)OCC)NC(C1=CC=C(C=C1)NC=1N=CC=2CN=C(C3=C(C2N1)C=CC(=C3)Cl)C3=C(C=CC=C3F)F)=O